CC=1C(C(=C(OC1C=CC1=C(C=2C(CCN3CCC(C(C23)=C1)(C)C)(C)C)OC)C=CC1=C(C=2C(CCN3CCC(C(C23)=C1)(C)C)(C)C)OC)C)=C(C#N)C#N dimethyl-2-{2,6-bis[2-(8-methoxy-1,1,7,7-tetramethyl-2,3,6,7-tetrahydro-1H,5H-benzo[ij]quinolizin-9-yl)ethenyl]-4H-pyran-4-ylidene}propanedinitrile